4-Bromo-3-methoxy-5-methyl-benzonitrile BrC1=C(C=C(C#N)C=C1C)OC